2-Cyclohex-3-en-1-yl-5-pentylbenzene-1,3-diol C1(CC=CCC1)C1=C(C=C(C=C1O)CCCCC)O